bis-silane dimethacrylate C(C(=C)C)(=O)O.C(C(=C)C)(=O)O.[SiH4].[SiH4]